BrC=1C=C(O[C@H]2C[C@H](N(C2)C(=O)OC(C)(C)C)C(N[C@H](C(=O)N2CCN(CC2)C)CNC(=O)OCC2C3=CC=CC=C3C=3C=CC=CC23)=O)C=CC1 tert-butyl (2S,4S)-4-(3-bromophenoxy)-2-[[(1S)-1-[(9H-fluoren-9-ylmethoxycarbonylamino)methyl]-2-(4-methylpiperazin-1-yl)-2-oxo-ethyl]carbamoyl]pyrrolidine-1-carboxylate